tert-butyl N-[(2S,4R)-1-[3-(2,4-dioxohexahydropyrimidin-1-yl)-1-methyl-indazol-6-yl]-2-methyl-4-piperidyl]-N-methyl-carbamate O=C1N(CCC(N1)=O)C1=NN(C2=CC(=CC=C12)N1[C@H](C[C@@H](CC1)N(C(OC(C)(C)C)=O)C)C)C